N-[2-(4-chlorophenyl)ethyl]-7-methoxy-2,3,4,5-tetrahydro-1H-2-benzazepine-2-carbothioamide ClC1=CC=C(C=C1)CCNC(=S)N1CC2=C(CCC1)C=C(C=C2)OC